(S)-4-(4-(3-((2-((S)-3-carboxybutanoyl)-6-methoxybenzo[b]thiophen-5-yl)oxy)propoxy)-6-methoxyisoindolin-2-yl)-2-methyl-4-oxobutanoic acid C(=O)(O)[C@H](CC(=O)C1=CC2=C(S1)C=C(C(=C2)OCCCOC2=C1CN(CC1=CC(=C2)OC)C(C[C@@H](C(=O)O)C)=O)OC)C